2-[[4,5-dichloro-2-(4,4,4-trifluorobutyl)imidazol-1-yl]methoxy]ethyl-trimethyl-silane ClC=1N=C(N(C1Cl)COCC[Si](C)(C)C)CCCC(F)(F)F